2-({(1S)-2-[4,6-bis(difluoromethyl)-1,3,5-triazin-2-yl]-6-chloro-2,3,4,9-tetrahydro-1H-pyrido[3,4-b]indol-1-yl}methyl)propane-1,3-diol FC(C1=NC(=NC(=N1)C(F)F)N1[C@H](C=2NC3=CC=C(C=C3C2CC1)Cl)CC(CO)CO)F